1-(2-{[4-(4-fluorophenyl)-1-methyl-1H-1,2,3-triazol-5-yl]methoxy}-5,7-dihydro-6H-pyrrolo[3,4-b]pyridin-6-yl)ethanone FC1=CC=C(C=C1)C=1N=NN(C1COC1=CC=C2C(=N1)CN(C2)C(C)=O)C